N-[(6S)-2-[(3aR,6aR)-octahydropyrrolo[2,3-c]pyrrol-1-yl]-5,6,7,8-tetrahydroquinolin-6-yl]-3-amino-4,6-dimethylthieno[2,3-b]pyridine-2-carboxamide N1(CC[C@H]2[C@@H]1CNC2)C2=NC=1CC[C@@H](CC1C=C2)NC(=O)C2=C(C=1C(=NC(=CC1C)C)S2)N